FC1=C(C(=CC(=C1)OC)F)C1=C(C(N(N1C)C1=NC(=CC=C1)C(C)O)=O)NC(C1=CC=C(C=C1)OC(F)F)=O N-[5-(2,6-difluoro-4-methoxyphenyl)-2-[6-(1-hydroxyethyl)pyridin-2-yl]-1-methyl-3-oxo-2,3-dihydro-1H-pyrazol-4-yl]-4-(difluoromethoxy)benzamide